styreneAmine C(=CC1=CC=CC=C1)N